4-(3-amino-4-methoxy-1H-indazol-5-yl)-N-(2-hydroxycyclopentyl)-3-methylbenzenesulfonamide NC1=NNC2=CC=C(C(=C12)OC)C1=C(C=C(C=C1)S(=O)(=O)NC1C(CCC1)O)C